2-fluoro-9,10-bis(n-hexylcarbonyloxy)anthracene FC1=CC2=C(C3=CC=CC=C3C(=C2C=C1)OC(=O)CCCCCC)OC(=O)CCCCCC